FC=1C=C(C=CC1)N1N=C(C=C(C1=O)C(=O)N[C@H](C)C(C)(C)O)C1=CC=C(C=C1)OC(F)(F)F 2-(3-fluorophenyl)-N-[(2R)-3-hydroxy-3-methylbut-2-yl]-3-oxo-6-[4-(trifluoromethoxy)phenyl]-2,3-dihydropyridazine-4-carboxamide